Porphyrin Bromide ethyl-1-(5-(cis-3-(trifluoromethoxy)cyclobutyl)-1,3,4-oxadiazol-2-yl)piperidine-4-carboxylate C(C)OC(=O)C1CCN(CC1)C=1OC(=NN1)[C@@H]1C[C@@H](C1)OC(F)(F)F.[Br-].C12=CC=C(N1)C=C1C=CC(=N1)C=C1C=CC(N1)=CC=1C=CC(N1)=C2